3-[5-[(1-acetylpyrrolidin-3-yl)oxy]-6-methylpyrazin-2-yl]-1H-indole-7-carbonitrile C(C)(=O)N1CC(CC1)OC=1N=CC(=NC1C)C1=CNC2=C(C=CC=C12)C#N